CCCCCCCCCCC(=C)C(=O)N N-decylacrylamide